7-fluoro-6-(methoxymethoxy)-2-methyl-5-(4,4,5,5-tetramethyl-1,3,2-dioxaborolan-2-yl)indazole FC1=C(C(=CC2=CN(N=C12)C)B1OC(C(O1)(C)C)(C)C)OCOC